naphthyl-glycine C1(=CC=CC2=CC=CC=C12)NCC(=O)O